Cl.ClC1=CC=C(C[C@H]2CO[C@H](CN2C2CCC(CC2)C=2OC(=CN2)C)C(=O)NC)C=C1 (2R,5S)-5-(4-chlorobenzyl)-N-methyl-4-(4-(5-methyloxazol-2-yl)cyclohexyl)morpholine-2-carboxamide hydrochloride